tert-butyl 2-bromo-3-(p-tolylsulfonyl)-7-azabicyclo[2.2.1]hepta-2,5-diene-7-carboxylate BrC=1C2C=CC(C1S(=O)(=O)C1=CC=C(C=C1)C)N2C(=O)OC(C)(C)C